CC1=NNC=2C1=C1C=3CCCCC3C(=NC1=CC2)C=2C(=NNC2)C(F)(F)F 1-methyl-7-(3-(trifluoromethyl)-1H-pyrazol-4-yl)-8,9,10,11-tetrahydro-3H-pyrazolo[4,3-a]phenanthridine